(1s,4s)-4-((5-(3-(2,2-difluoroethyl)-2-methyl-3H-imidazo[4,5-b]pyridin-5-yl)-4-(methylamino)-7H-pyrrolo[2,3-d]pyrimidin-2-yl)amino)-N,N-dimethylcyclohexane-1-carboxamide FC(CN1C(=NC=2C1=NC(=CC2)C2=CNC=1N=C(N=C(C12)NC)NC1CCC(CC1)C(=O)N(C)C)C)F